4-((2-(methoxymethyl)benzyl)amino)-2-((1-methyl-1H-pyrazol-4-yl)amino)pyrimidin-5-carboxamide COCC1=C(CNC2=NC(=NC=C2C(=O)N)NC=2C=NN(C2)C)C=CC=C1